C(=C)C=1N(CCOCC1)C(=O)OC(C)(C)C tert-butyl 5-vinyl-2,3-dihydro-1,4-oxazepine-4(7H)-carboxylate